ClC=1C=NC=C(C1[C@@H](C)OC=1C=C2C(=NN(C2=CC1)C1OCCCC1)C=1C=C2CC(NC2=CC1[N+](=O)[O-])C)Cl 5-((R)-1-(3,5-dichloropyridin-4-yl)ethoxy)-3-(2-methyl-6-nitroindolin-5-yl)-1-(tetrahydro-2H-pyran-2-yl)-1H-indazole